(1r,3r)-3-(((6-(5-(6-methylpyridin-2-yl)-1H-imidazol-4-yl)quinolin-3-yl)amino)methyl)cyclobutane-1-carboxylic acid CC1=CC=CC(=N1)C1=C(N=CN1)C=1C=C2C=C(C=NC2=CC1)NCC1CC(C1)C(=O)O